Tert-Butyl 4-formyl-1H-pyrazole-1-carboxylate C(=O)C=1C=NN(C1)C(=O)OC(C)(C)C